dimethylsilanediyl-(3-butyl-1H-inden-1-yl)(4-(4-(tert-butyl)phenyl)-2-isopropyl-1H-inden-1-yl)zirconium dichloride [Cl-].[Cl-].C[Si](=[Zr+2](C1C(=CC2=C(C=CC=C12)C1=CC=C(C=C1)C(C)(C)C)C(C)C)C1C=C(C2=CC=CC=C12)CCCC)C